C(#N)[C@@H](C[C@@H]1C(NCCC1)=O)NC(=O)[C@H]1N([C@@H]2CC([C@H]1CC2)(F)F)C([C@H](CC2CC2)NC=2C=NN(C2)C)=O (1S,3S,4S)-N-((R)-1-cyano-2-((R)-2-oxopiperidin-3-yl)ethyl)-2-((S)-3-cyclopropyl-2-((1-methyl-1H-pyrazol-4-yl)amino)propanoyl)-5,5-difluoro-2-azabicyclo[2.2.2]octane-3-carboxamide